FC1=CC(=C(C=C1C=1CCN(CC1)C1=NC=C(C=N1)CO)NC(=O)C1=CNC(C=C1C(F)(F)F)=O)N1C[C@H](N([C@H](C1)C)C)C |r| N-[4-fluoro-5-[1-[5-(hydroxymethyl)pyrimidin-2-yl]-3,6-dihydro-2H-pyridin-4-yl]-2-[rac-(3R,5S)-3,4,5-trimethylpiperazin-1-yl]phenyl]-6-oxo-4-(trifluoromethyl)-1H-pyridine-3-carboxamide